C(=C\CCCCCCCCCCCC)/O (E)-1-Tetradecen-1-ol